N[C@@H]1C[C@@H](C(C1)(C(=O)OCC)C)CC (2S,4R)-ethyl 4-amino-2-ethyl-1-methylcyclopentanecarboxylate